ClC1=CC(=C(C=C1)C1=NC(=CC2=C1N=C(N(C2=O)C)C)N2C[C@@H](OCC2)C=2C=NN(C2)C2CC2)F (S)-8-(4-chloro-2-fluorophenyl)-6-(2-(1-cyclopropyl-1H-pyrazol-4-yl)morpholino)-2,3-dimethylpyrido[3,4-d]pyrimidin-4(3H)-one